N'-(2-hydroxyethyl)-1,3,5-triazine OCCN1CN=CN=C1